CC1=CC(=CS1)N1N=C2N(C1=O)[C@@H](CC2)C2=CC=CC=C2 (5S)-2-(5-methylthiophen-3-yl)-5-phenyl-2,5,6,7-tetrahydro-3H-pyrrolo[2,1-c][1,2,4]triazol-3-one